FC=1C=C(C=CC1F)C(CO)N1C(N=CC1=O)=O (4Z)-1-[1-(3,4-difluorophenyl)-2-hydroxyethyl]-2,5-dioxo-imidazole